tert-butyl N-[(2S)-1-(cyclopropylcarbamoyl)-3-[(3R*)-5,5-dimethyl-2-oxopyrrolidin-3-yl]-1-hydroxypropan-2-yl]carbamate C1(CC1)NC(=O)C([C@H](C[C@H]1C(NC(C1)(C)C)=O)NC(OC(C)(C)C)=O)O |o1:9|